C(CCCCCCC\C=C\CC)=O (9E)-9-dodecenal